The molecule is an L-tyrosine derivative having a 4-arsonophenyldiazenyl group at the 3-position of the benzene ring. It is a L-tyrosine derivative, a monoazo compound and a non-proteinogenic L-alpha-amino acid. It derives from an arsanilic acid. C1=CC(=CC=C1N=NC2=C(C=CC(=C2)C[C@@H](C(=O)O)N)O)[As](=O)(O)O